2-[2-(aminomethyl)-3,3-difluoro-allyl]-7-[2-(3,4-dihydro-2H-1,4-benzoxazin-6-yl)ethynyl]-[1,2,4]triazolo[4,3-a]pyridin-3-one NCC(CN1N=C2N(C=CC(=C2)C#CC=2C=CC3=C(NCCO3)C2)C1=O)=C(F)F